CC(C)(OCCN(CCC(C(=O)O)NC(=O)C=1N=NC=CC1C(F)(F)F)CCCCC1=NC=2NCCCC2C=C1)C 4-[2-(1,1-dimethylethoxy)ethyl-[4-(5,6,7,8-tetrahydro-1,8-naphthyridin-2-yl)butyl]amino]-2-[[4-(trifluoromethyl)pyridazine-3-carbonyl]amino]butanoic acid